C1(=CC(=CC=C1)C1CCN(CC1)C(=O)C1CC2(C1)NC(OC2)=O)C (2s,4s)-2-(4-(m-tolyl)piperidine-1-carbonyl)-7-oxa-5-azaspiro[3.4]octan-6-one